S1C(=NC2=C1C=CC=C2)NC(=O)C=2C=CC=C1CCN(CC21)C2=CC=C(C(=N2)C(=O)OC(C)(C)C)\C=C\COC2=CC=C(C=C2)CC2CCN(CC2)CC(=O)OCC tert-butyl 6-[8-(1,3-benzothiazol-2-ylcarbamoyl)-3,4-dihydro-1H-isoquinolin-2-yl]-3-[(E)-3-[4-[[1-(2-ethoxy-2-oxoethyl)-4-piperidyl]methyl]phenoxy]prop-1-enyl]pyridine-2-carboxylate